C(C)(C)(C)OC(=O)N1C(CCCC1)C1=C(C=CC=C1)CN1C(NC(C2=C1C=CN2)=O)=C=S (2-((4-oxo-2-thiocarbonyl-2,3,4,5-tetrahydro-1H-pyrrolo[3,2-d]pyrimidin-1-yl)methyl)phenyl)piperidine-1-carboxylic acid tert-butyl ester